C12N(CC(C1)C2)C(=O)[C@H]2CC=C(CC2)C2=C(N(C=1N=CN=C(C12)N)C)C1=CC=C(C=C1)NC(C(=C)C)=O (R)-N-(4-(5-(4-(2-azabicyclo[2.1.1]hexane-2-carbonyl)cyclohex-1-en-1-yl)-4-amino-7-methyl-7H-pyrrolo[2,3-d]pyrimidin-6-yl)phenyl)methacrylamide